3-[(isopropylsulfonyl)methyl]-5-(trifluoromethyl)-[1,2,4]triazolo[4,3-a]pyridine-8-carboxylic acid C(C)(C)S(=O)(=O)CC1=NN=C2N1C(=CC=C2C(=O)O)C(F)(F)F